C1(CCCCC1)C1=NC2=C(N1CCC(=O)N[C@H]1[C@@]3(CC[C@H](C1)C3(C)C)C)C=CC=C2 3-(2-cyclohexyl-1H-benzimidazol-1-yl)-N-[(1R,2R,4R)-1,7,7-trimethylbicyclo[2.2.1]hept-2-yl]propanamide